(1R,3S)-3-(5-(3-(4-(benzyloxy)-3-(1,3-dioxolan-2-yl)phenyl)ureido)-1-(tert-butyl)-1H-pyrazol-3-yl)cyclopentyl isopropylcarbamate C(C)(C)NC(O[C@H]1C[C@H](CC1)C1=NN(C(=C1)NC(=O)NC1=CC(=C(C=C1)OCC1=CC=CC=C1)C1OCCO1)C(C)(C)C)=O